bromo-2-(bromomethyl)-5-chloropyridine BrC=1C(=NC=C(C1)Cl)CBr